dimethyl N-allylaspartate C(C=C)N[C@@H](CC(=O)OC)C(=O)OC